C[N+]1(CCOCC1)C N,N-dimethylmorpholinium